NC1=C2C(=NC=N1)N(N=C2C2=CC=C(C=C2)OC2=CC=CC=C2)C2CCN(CC2)C(=O)N2CCN(CC2)CCCC2CCN(CC2)C=2C=C1CN(C(C1=CC2)=O)C2C(NC(CC2)=O)=O 3-(5-(4-(3-(4-(4-(4-amino-3-(4-phenoxyphenyl)-1H-pyrazolo[3,4-d]pyrimidin-1-yl)piperidine-1-carbonyl)piperazin-1-yl)propyl)piperidin-1-yl)-1-oxoisoindolin-2-yl)piperidine-2,6-dione